N-(3-methoxy-5-pyrimidin-5-yl-2-pyridinyl)-5-methyl-3-phenyl-isoxazole-4-carboxamide COC=1C(=NC=C(C1)C=1C=NC=NC1)NC(=O)C=1C(=NOC1C)C1=CC=CC=C1